tert-butyl 4-(4-bromothiazol-2-yl)-3-oxopiperazine-1-carboxylate BrC=1N=C(SC1)N1C(CN(CC1)C(=O)OC(C)(C)C)=O